(3-isopropylcyclobutyl)methyl (1-(4-(2,6-dioxopiperidin-3-yl)-3,5-difluorophenyl)azetidin-3-yl)carbamate O=C1NC(CCC1C1=C(C=C(C=C1F)N1CC(C1)NC(OCC1CC(C1)C(C)C)=O)F)=O